CC=1C=C(\C=N\NC2=C3N=CN(C3=NC(=N2)N2CCOCC2)C=2SC=CN2)C=CC1 (E)-4-(6-(2-(3-methylbenzylidene)hydrazinyl)-9-(thiazol-2-yl)-9H-purin-2-yl)morpholine